COC12CC3C(C(CC(C1)C3)C2)NC2=NC(=NC=C2C(=O)N)NC2=CC3=C(OC[C@H](CN3)O)C=C2 4-((5-Methoxyadamantan-2-yl)amino)-2-(((S)-2,3,4,5-tetrahydro-3-hydroxybenzo[b][1,4]oxazepin-7-yl)amino)pyrimidine-5-carboxamide